2,2,5-TRIMETHYL-HEXANE CC(C)(CCC(C)C)C